ClC=1C=C(OC2CN(CC2)C(=O)OC(C)(C)C)C=C(C1)NC(=O)OCC=1C=C2C(N(CC2=CC1)C1C(NC(CC1)=O)=O)=O tert-butyl 3-(3-chloro-5-((((2-(2,6-dioxopiperidin-3-yl)-3-oxoisoindolin-5-yl)methoxy)carbonyl)amino)phenoxy)pyrrolidine-1-carboxylate